5-chloro-N,N-dimethyl-6-(4-(methylthio)benzyl)-[1,2,4]triazolo[1,5-a]pyrimidin-7-amine ClC1=NC=2N(C(=C1CC1=CC=C(C=C1)SC)N(C)C)N=CN2